C1(CC1)C([C@@H](C=1OC2=C(N1)C=C(C=C2)CN2C(N[C@@H](C2)C(F)(F)F)=O)NC(=O)C=2C=NN(C2)CC)C2CC2 N-((S)-2,2-dicyclopropyl-1-(5-(((S)-2-oxo-4-(trifluoro-methyl)imidazolidin-1-yl)methyl)benzo[d]oxazol-2-yl)ethyl)-1-ethyl-1H-pyrazole-4-carboxamide